C(C)(C)(C)OOC(C1=C(C(=CC=C1)C(C)(C)OOC(C)(C)C)C(C)(C)OOC(C)(C)C)=O di(tert-butylperoxyisopropyl)peroxybenzoic acid tert-butyl ester